NC1=CC=C(C=N1)N1CC2(C1)CN(C2)C2=CC=C(C=O)C=C2 4-[2-(6-amino-3-pyridyl)-2,6-diazaspiro[3.3]heptan-6-yl]benzaldehyde